4-Amino-2-(ethoxymethyl)-α,α-dimethyl-1H-imidazo[4,5-c]-chinolin-1-ethanol NC1=NC=2C=CC=CC2C2=C1N=C(N2CC(O)(C)C)COCC